O1N=C(C2=C1C=CC=C2)OCC2N(CCCC2)C2(N=CSC2CCC2(C(C(=O)N)C(=CC=C2)F)Cl)C(F)F 2-{4-[(1,2-Benzoxazol-3-yloxy)methylpiperidin-1-yl]-2-[4-(difluoromethyl)-1,3-thiazol-5-yl]ethyl}-2-chloro-6-fluorobenzamide